CS(=O)(=O)CC1CN(C1)C=1C=CC(=C2C=C(N=CC12)NC1=NC(=NC=C1)N1CC2CCC(C1)O2)C(C)C 8-[3-(methanesulfonyl-methyl)azetidin-1-yl]-N-(2-{8-oxa-3-azabicyclo[3.2.1]octan-3-yl}pyrimidin-4-yl)-5-(propan-2-yl)isoquinolin-3-amine